bis(1,2-dimethyl-3-(3-ethyl-4-methylpentan-3-yl)cyclopentadienyl)zirconium dichloride [Cl-].[Cl-].CC1(C(=C(C=C1)C(CC)(C(C)C)CC)C)[Zr+2]C1(C(=C(C=C1)C(CC)(C(C)C)CC)C)C